Trifluoromethyl pentafluoropropyl ether FC(COC(F)(F)F)(C(F)(F)F)F